neryl 1-methyl-1-cyclobutanecarboxylate CC1(CCC1)C(=O)OC\C=C(\C)/CCC=C(C)C